rac-5-((diethoxyphosphoryl)fluoromethyl)benzo[b]thiophene-2-carboxylic acid benzyl ester C(C1=CC=CC=C1)OC(=O)C1=CC2=C(S1)C=CC(=C2)[C@H](F)P(=O)(OCC)OCC |r|